ClC=1C(=NC=CC1C1=C(C(=CC=C1)C1=NC(=C(C=C1)CNC[C@@H](C)O)OC)Cl)C=1C=C2CCN(CC2=C(C1)OC)CCC(=O)OC methyl (R)-3-(6-(3-chloro-4-(2-chloro-3-(5-(((2-hydroxypropyl)amino)methyl)-6-methoxypyridin-2-yl)phenyl)pyridin-2-yl)-8-methoxy-3,4-dihydroisoquinolin-2(1H)-yl)propanoate